tert-butyl 4-acetyl-3-(2,6-dichloro-4-pyridyl)piperazine-1-carboxylate C(C)(=O)N1C(CN(CC1)C(=O)OC(C)(C)C)C1=CC(=NC(=C1)Cl)Cl